7-(4-(7-(benzyloxy)-3-bromo-2H-chromen-4-yl)-2-fluoro-5-methoxyphenyl)-2-(dimethoxymethyl)-7-azaspiro[3.5]nonane C(C1=CC=CC=C1)OC1=CC=C2C(=C(COC2=C1)Br)C1=CC(=C(C=C1OC)N1CCC2(CC(C2)C(OC)OC)CC1)F